8-Methoxy-4-trifluoromethyl-2(1H)-quinolinone COC=1C=CC=C2C(=CC(NC12)=O)C(F)(F)F